N-(5-methyl-4,5,6,7-tetrahydrothiazolo[5,4-c]pyridin-2-yl)-6-(((7-(pyridin-4-yl)-2,3-dihydrofuro[3,2-c]pyridin-4-yl)amino)methyl)picolinamide CN1CC2=C(CC1)N=C(S2)NC(C2=NC(=CC=C2)CNC2=NC=C(C1=C2CCO1)C1=CC=NC=C1)=O